(pentafluorophenyl) borate (TRITYL TETRAKIS(pentafluoro phenyl) borate) C(C1=CC=CC=C1)(C1=CC=CC=C1)(C1=CC=CC=C1)C1(C(C(=C(C(=C1F)F)F)F)F)[B-](C1=C(C(=C(C(=C1F)F)F)F)F)(C1=C(C(=C(C(=C1F)F)F)F)F)C1=C(C(=C(C(=C1F)F)F)F)F.B(OC1=C(C(=C(C(=C1F)F)F)F)F)([O-])[O-]